NC=1C2=C(N=CN1)N(C(=C2C2=CC(=C(C=C2)OC2=NC=CC(=N2)C)F)C2=C(C=C(C=C2)NC(C(=C)C2CC2)=O)C)C N-(4-(4-amino-5-(3-fluoro-4-((4-methylpyrimidin-2-yl)oxy)phenyl)-7-methyl-7H-pyrrolo[2,3-d]pyrimidin-6-yl)-3-methylphenyl)-2-cyclopropylacrylamide